2,6-difluoro-3-methoxybenzaldehyde FC1=C(C=O)C(=CC=C1OC)F